(R)-3-methyl-4-(3-(3-methyl-1H-1,2,4-triazol-5-yl)-7-(1-methyl-1H-pyrazol-5-yl)isothiazolo[4,5-b]pyridin-5-yl)morpholine C[C@H]1N(CCOC1)C1=CC(=C2C(=N1)C(=NS2)C2=NC(=NN2)C)C2=CC=NN2C